C(C)(C)N1N=CC2=CC=C(C(=C12)OC([2H])([2H])[2H])NC(OC(C)(C)C)=O Tert-butyl (1-isopropyl-7-(methoxy-d3)-1H-indazol-6-yl)carbamate